BrC1=CC=C(C=C1)N(C1=CC=C(C=C1)C1=CC=C(N(C2=CC=C(C=C2)Br)C2=CC=C(C=C2)Br)C=C1)C1=CC=C(C=C1)Br N,N,N',N'-Tetrakis(4-bromophenyl)benzidine